C(C=C)N1S(CCC2=C1C=CC(=C2)Cl)(=O)=O 1-allyl-6-chloro-3,4-dihydro-1H-benzo[c][1,2]thiazine 2,2-dioxide